C(C)(C)(C)OC(=O)N1C[C@@H](CC1)C=CCCCC1(OCCO1)C (S)-3-(5-(2-methyl-1,3-dioxolan-2-yl)pent-1-enyl)pyrrolidine-1-carboxylic acid tert-butyl ester